ClC=1C=C(C(=O)OC[C@]2(O[C@H]([C@@H]([C@@H]2OC(C)=O)OC(C)=O)N2C(N=C(C=C2)OCC=C)=O)F)C=CC1 [(2S,3S,4R,5R)-3,4-diacetoxy-5-(4-allyloxy-2-oxo-pyrimidin-1-yl)-2-fluoro-tetrahydrofuran-2-yl]methyl 3-chlorobenzoate